8-chloro-4-(3,3-difluoroazetidin-1-yl)-9-methyl-pyrido[3',2':4,5]thieno[3,2-d]pyrimidine ClC1=C(C2=C(SC3=C2N=CN=C3N3CC(C3)(F)F)N=C1)C